CC1=NOC(=C1)NC(N)=O 3-(3-methylisoxazol-5-yl)urea